2,2-bis(4'-hydroxy-3-methylphenyl)propane OC1=C(C=C(C=C1)C(C)(C)C1=CC(=C(C=C1)O)C)C